5-((5-chloro-3-(2,2-difluoroethoxy)pyridin-2-yl)oxy)-3-isopropyl-N-(4-methyl-1,1-dioxidotetrahydro-2H-thiopyran-4-yl)-3H-imidazo[4,5-b]pyridine-2-carboxamide ClC=1C=C(C(=NC1)OC1=CC=C2C(=N1)N(C(=N2)C(=O)NC2(CCS(CC2)(=O)=O)C)C(C)C)OCC(F)F